C[C@@H](C(C)C)N1C(C=CC2=C1N=C(N=C2)N[C@@H](C)C2=CC=C(C=C2)CN2CCN(CC2)C(C(=C)C)=O)=O 8-((S)-1,2-Dimethyl-propyl)-2-((S)-1-{4-[4-(2-methyl-acryloyl)-piperazin-1-ylmethyl]-phenyl}-ethylamino)-8H-pyrido[2,3-d]pyrimidin-7-one